ClC1=C(C(=N)N(C(C)C)C(C)C)C(=CC=C1)Cl 2,6-dichloro-N,N-diisopropylbenzamidine